4-methyl-2,4-octanediol CC(CC(C)O)(CCCC)O